tri(n-butyl)ammonium tetrakis{4-(Trifluoromethyl)phenyl}borate methyl-4-amino-1-(isoquinolin-5-yl)-2-oxo-7-(trifluoromethyl)-1,2-dihydroquinoline-3-carboxylate COC(=O)C=1C(N(C2=CC(=CC=C2C1N)C(F)(F)F)C1=C2C=CN=CC2=CC=C1)=O.FC(C1=CC=C(C=C1)[B-](C1=CC=C(C=C1)C(F)(F)F)(C1=CC=C(C=C1)C(F)(F)F)C1=CC=C(C=C1)C(F)(F)F)(F)F.C(CCC)[NH+](CCCC)CCCC